[2,3,4-3H]-arginine-monohydrochloride Cl.N[C@@](C(C(CNC(N)=N)[3H])[3H])(C(=O)O)[3H]